N1N=C(C=C1)C(=O)NC1=CCCCC1 pyrazoleamidocyclohexaneN